FC1=CC(=C(C=C1)C(C)O)C(C)OC 1-(4-fluoro-2-(1-methoxyethyl)phenyl)ethan-1-ol